2-[(1S)-1-(3-ethoxy-4-methoxyphenyl)-2-methylsulfonylethyl]-4-[4-(4-piperidyl)-1-piperidyl]isoindoline-1,3-dione C(C)OC=1C=C(C=CC1OC)[C@@H](CS(=O)(=O)C)N1C(C2=CC=CC(=C2C1=O)N1CCC(CC1)C1CCNCC1)=O